C[C@H]1N(CCOC1)C=1N=C2N(C(C1)=O)CC[C@H](N2CC2=C(N=NS2)C)C(F)(F)F (S)-2-((R)-3-Methyl-morpholin-4-yl)-9-(4-methyl-[1,2,3]thiadiazol-5-yl-methyl)-8-trifluoromethyl-6,7,8,9-tetrahydro-pyrimido[1,2-a]-pyrimidin-4-one